FC(C1=C(C(C2=CC=C(C=C2)C)OC2CN(C2)C(=O)NC23CC4CC(CC(C2)C4)C3)C=CC=C1)(F)F 3-[2-(trifluoromethyl)-4'-methylbenzhydryloxy]-N-(1-adamantyl)azetidine-1-carboxamide